7-methyl-5-(6-(methylamino)pyridin-3-yl)-6-(3-azaspiro-[5.5]undec-8-en-9-yl)-7H-pyrrolo[2,3-d]pyrimidin-4-amine CN1C(=C(C2=C1N=CN=C2N)C=2C=NC(=CC2)NC)C2=CCC1(CCNCC1)CC2